N-((S)-(7-((R*)-1-(2-(3,3-difluorocyclobutyl)acetamido)-2-methylallyl)imidazo[1,2-b]pyridazin-2-yl)(4,4-difluorocyclohexyl)methyl)-4-methyl-1,2,5-oxadiazole-3-carboxamide FC1(CC(C1)CC(=O)N[C@H](C(=C)C)C1=CC=2N(N=C1)C=C(N2)[C@@H](NC(=O)C2=NON=C2C)C2CCC(CC2)(F)F)F |o1:9|